NC=1C2=C(N=CN1)N(C(=C2C2=CC=CC=C2)C2=CC=C(C=C2)NC(C=C)=O)C N-(4-(4-amino-7-methyl-5-phenyl-7H-pyrrolo[2,3-d]pyrimidin-6-yl)phenyl)acrylamide